CS(=O)(=O)N1CCN(CC1)C=1C=CC(=NC1)NC(=N)N 1-(5-(4-(methylsulfonyl)piperazin-1-yl)pyridin-2-yl)guanidine